CN1[C@@H](COCC1)CO (R)-(4-Methylmorpholin-3-yl)methanol